3-(6-(2-aminophenyl)-2,6-diazaspiro[3.3]heptan-2-yl)-2-(1H-pyrrol-1-yl)benzoic acid NC1=C(C=CC=C1)N1CC2(CN(C2)C=2C(=C(C(=O)O)C=CC2)N2C=CC=C2)C1